4-[(Z)-(4-bromophenyl)-(ethoxyimino)methyl]-1'-[(2,4-dimethyl-3-pyridyl)carbonyl]-4'-methyl-1,4'-bipiperidine BrC1=CC=C(C=C1)\C(\C1CCN(CC1)C1(CCN(CC1)C(=O)C=1C(=NC=CC1C)C)C)=N/OCC